F[C@@]12[C@]3(C=CCC=C3CC[C@H]1[C@@H]1CC([C@](C(CO[Si](C)(C)C(C)(C)C)=O)([C@]1(CC2O)C)O)C)C 9-fluoro-11,17-dihydroxy-21-tert-butyldimethylsilyloxy-16-methylpregna-1,4-dien-20-one